(2,3,4,5-tetramethylcyclopent-2,4-dien-1-yl)silanylzirconium dichloride [Cl-].[Cl-].CC=1C(C(=C(C1C)C)C)[SiH2][Zr+2]